C(CCCCCCCCCCCC)OS(=O)(=O)CCCCCCCCCCCCF tridecylfluorododecyl-sulfonate